COC(C(=O)N)C 2-methoxypropanamide